ClC=1C(=CC=C2N=CC(=NC12)C=1C=NN(C1)C1CN(CCC1)C(=O)OC(C)(C)C)OC=1C=CC2=C(NC(=N2)C)C1 tert-Butyl 3-(4-(8-chloro-7-((2-methyl-1H-benzo[d]imidazol-6-yl)oxy)quinoxalin-2-yl)-1H-pyrazol-1-yl)piperidine-1-carboxylate